(S)-1-cyclopropyl-2,2,2-trifluoroethylamine hydrochloride Cl.C1(CC1)[C@@H](C(F)(F)F)N